C1(=CC=CC=C1)C(C(=O)O[SiH3])(C1=CC=CC=C1)C1=CC=CC=C1 triphenylacetoxysilane